BrC=1C=CC2=C(N(C(=N2)C=2C(=NC=CC2)F)C)C1 6-bromo-2-(2-fluoropyridin-3-yl)-1-methyl-1H-1,3-benzodiazole